NC1=NC=CC=C1C1=NC=2C(=NC(=CC2)C2=CC=CC=C2)N1C1=CC=C(CNC2=NC=CC(=N2)C#N)C=C1 2-((4-(2-(2-aminopyridin-3-yl)-5-phenyl-3H-imidazo[4,5-b]pyridin-3-yl)benzyl)amino)pyrimidine-4-carbonitrile